5-chloro-4-(3-((dimethylamino)methyl)cyclopentyl)-2-fluoro-N-(thiazol-2-yl)benzenesulfonamide ClC=1C(=CC(=C(C1)S(=O)(=O)NC=1SC=CN1)F)C1CC(CC1)CN(C)C